N=1NCN2C1NC(C=C2)=O 2,8-dihydro-[1,2,4]triazolo[4,3-a]pyrimidin-7(3H)-one